2,2-difluoropropanenitrile FC(C#N)(C)F